BrC=1C=CC(=C(OCC2CC(C2)C(=O)O)C1)C=1OC2=C(C=CC=C2C(C1)=O)Cl 3-[[5-bromo-2-(8-chloro-4-oxo-chromen-2-yl)phenoxy]methyl]cyclobutane-carboxylic acid